M-phenylene adipate C1(CCCCC(=O)OC=2C=C(C=CC2)O1)=O